(7-Fluoro-1,5-dimethyl-4-oxo-4,5-dihydro-1H-pyrrolo[3,2-c]pyridin-3-yl)carbamic acid tert-butyl ester C(C)(C)(C)OC(NC1=CN(C2=C1C(N(C=C2F)C)=O)C)=O